FC1(CCC(CC1)C1=C(C(=NC=C1)C1=C(C=CC(=C1)F)F)NC(=O)C=1C=NC(=NC1)C(C)C)F N-(4-(4,4-difluorocyclohexyl)-2-(2,5-difluorophenyl)pyridin-3-yl)-2-isopropylpyrimidine-5-carboxamide